4-(naphthalen-1-yl)-N-(4-{8-oxatricyclo[7.4.0.02,7]trideca-1(13),2,4,6,9,11-hexaen-6-yl}phenyl)aniline C1(=CC=CC2=CC=CC=C12)C1=CC=C(NC2=CC=C(C=C2)C=2C=CC=C3C4=CC=CC=C4OC23)C=C1